3-phenylazo-2,6-diaminopyridine monohydrochloride Cl.C1(=CC=CC=C1)N=NC=1C(=NC(=CC1)N)N